N1CCC(CC1)N1N=NC(=C1)[C@@]12CN(C[C@]2(C1)C(F)(F)F)C1=C2C=CC=NC2=C(C=C1)C#N 5-((1S,5R)-1-(1-(piperidin-4-yl)-1H-1,2,3-triazol-4-yl)-5-(trifluoromethyl)-3-azabicyclo[3.1.0]hexane-3-yl)quinoline-8-carbonitrile